4-(6-(4-(piperidin-1-yl)phenyl)-pyrazolo[1,5-a]pyrimidine-3-yl)quinoline N1(CCCCC1)C1=CC=C(C=C1)C=1C=NC=2N(C1)N=CC2C2=CC=NC1=CC=CC=C21